N-Isopropyl-tert.-butylamin C(C)(C)NC(C)(C)C